Benzyl 4-(1-(tert-butoxycarbonyl)-3,3-difluoropiperidin-4-yl)piperazine-1-carboxylate C(C)(C)(C)OC(=O)N1CC(C(CC1)N1CCN(CC1)C(=O)OCC1=CC=CC=C1)(F)F